1-((3S,10R,13S)-3-hydroxy-10,13-dimethyl-2,3,4,7,8,9,10,11,12,13,14,15-dodecahydro-1H-cyclopenta[a]phenanthren-17-yl)-N-methyl-1H-imidazole-4-carboxamide O[C@H]1CC[C@@]2(C3CC[C@@]4(C(=CCC4C3CC=C2C1)N1C=NC(=C1)C(=O)NC)C)C